S(=O)(=O)(O)C1=C2C(C(=O)N(C2=O)CO)=CC=C1 3-sulfo-N-hydroxymethyl-phthalimide